(R)-N-(tert-butyl)-2-(2-hydroxypropyl)-6-methoxy-3-methylbenzamide C(C)(C)(C)NC(C1=C(C(=CC=C1OC)C)C[C@@H](C)O)=O